C(=O)O.NC(C(=O)N1CC=2NC3=CC=C(C=C3C2CC1)Cl)C1=C(C=C(C=C1)Cl)Cl 2-Amino-1-(6-chloro-1,3,4,9-tetrahydro-2H-pyrido[3,4-b]indol-2-yl)-2-(2,4-dichlorophenyl)ethan-1-one formate